4-(2,6-Dihydroxy-4-isopentylphenyl)-1-ethyl-5-methylindolin-2-one OC1=C(C(=CC(=C1)CCC(C)C)O)C1=C2CC(N(C2=CC=C1C)CC)=O